NC1=CC=C(C=N1)CN1CCC2=CC=C(C=C12)C(=O)NC1=CC(=C(C=C1)CN1CCN(CC1)C)C(F)(F)F 1-((6-aminopyridin-3-yl)methyl)-N-(4-((4-methylpiperazin-1-yl)methyl)-3-(trifluoromethyl)phenyl)indoline-6-carboxamide